(Z)-4-(2-ethyl-4-(4-(methylsulfonyl)phenyl)-1H-benzo[d]imidazol-1-yl)-3-fluorobut-2-en-1-amine C(C)C1=NC2=C(N1C/C(=C/CN)/F)C=CC=C2C2=CC=C(C=C2)S(=O)(=O)C